1-(piperidin-4-yl) acetate C(C)(=O)OC1CCNCC1